C(C)(C)C1=CC=C(C=C1)C1=CC(=CC=C1)S(=O)(=O)N1CC(CCC1)CC(C(=O)NS(=O)(=O)C1=CC=C(C=C1)C(F)(F)F)(C)OC1=CC=CC=C1 1-((4'-isopropyl-[1,1'-biphenyl]-3-yl)sulfonyl)piperidin-3-yl(phenoxy)-2-methyl-N-((4-(trifluoromethyl)phenyl)sulfonyl)propionamide